4-chloro-1-(4-(trifluoro-methyl)benzyl)-1H-pyrazolo[3,4-c]pyridin-3-amine ClC1=C2C(=CN=C1)N(N=C2N)CC2=CC=C(C=C2)C(F)(F)F